ClCC(CC)CCCC 3-(chloromethyl)heptane